FC1=C(C=CC=C1OC)N1C(=C2C=NN(C(C2=C1C)=O)C1=NC=CC=C1)C 6-(2-fluoro-3-methoxy-phenyl)-5,7-dimethyl-3-(2-pyridinyl)pyrrolo[3,4-d]pyridazin-4-one